C(C)(=O)OC1(CC(C1)O)C1=CC2=C(N=C(N=C2)Cl)S1 1-(2-chlorothieno[2,3-d]pyrimidin-6-yl)-3-hydroxycyclobutyl acetate